3-(3-(3-((4-fluoro-1,1-dioxido-2,3-dihydrobenzo[d]isothiazol-5-yl)amino)-1H-pyrazol-5-yl)cyclopentyl)-1-isopropylimidazolidine-2,4-dione FC1=C(C=CC2=C1CNS2(=O)=O)NC2=NNC(=C2)C2CC(CC2)N2C(N(CC2=O)C(C)C)=O